(R/S)-4-(((R)-1-(3-(1,1-difluoro-2-hydroxy-2-methylpropyl)-2-fluorophenyl)ethyl)amino)-6-(methoxymethyl)-2,6,8-trimethyl-6,8-dihydro-7H-pyrrolo[3,2-g]quinazolin-7-one FC(C(C)(C)O)(F)C=1C(=C(C=CC1)[C@@H](C)NC1=NC(=NC2=CC3=C(C=C12)[C@](C(N3C)=O)(C)COC)C)F |&1:26|